F[C@@H]1CN(CC[C@@H]1NC1=NN2C(C(=N1)OC)=C(C=C2)C=2C=CC1=C(N(N=N1)[C@H](C(F)(F)F)C)C2)C2COC2 N-((3R,4S)-3-fluoro-1-(oxetan-3-yl)piperidin-4-yl)-4-methoxy-5-(1-((S)-1,1,1-trifluoropropan-2-yl)-1H-benzo[d][1,2,3]triazol-6-yl)pyrrolo[2,1-f][1,2,4]triazin-2-amine